NC[C@@H](C)C=1C=C(C=CC1)NC=1C(=NC(=C(N1)C)CC)C(=O)N (S)-3-((3-(1-aminopropan-2-yl)phenyl)amino)-6-ethyl-5-methylpyrazine-2-carboxamide